C[C@@H](CC(=O)SCCNC(=O)CCNC(=O)[C@@H](C(C)(C)COP(=O)(O)OP(=O)(O)OC[C@@H]1[C@H]([C@H]([C@@H](O1)N2C=NC3=C(N=CN=C32)N)O)OP(=O)(O)O)O)O L(+)-beta-hydroxybutyroyl-CoA